ClC=1C(=CC(=C(C1)S(=O)(=O)NC1=CC(=CC(=C1)C1CC1)Cl)OC)C 5-chloro-N-(3-chloro-5-cyclopropylphenyl)-2-methoxy-4-methylbenzene-1-sulfonamide